ClC1=C(C=CC(=N1)C(=O)NC)C1CCNCC1 6-chloro-N-methyl-5-(piperidin-4-yl)picolinamide